N1=CC=C(C=C1)NC1=CC=NC=C1 bis(pyridine-4-yl)amine